2-(1-methylazetidin-3-yl)ethanol CN1CC(C1)CCO